4-Ethynyl-L-phenylalanine C(#C)C1=CC=C(C[C@H](N)C(=O)O)C=C1